3-Trimethoxysilylpropyl-succinic acid anhydride CO[Si](CCCC1C(=O)OC(C1)=O)(OC)OC